C1(CCCC1)N1C(C=CC(=C1)C1=NC(=NC=C1)NC1=NC=C(C=C1)N1CCNCC1)=O 1-cyclopentyl-5-(2-(5-(piperazin-1-yl)pyridin-2-yl)aminopyrimidin-4-yl)-pyridin-2(1H)-one